N1N=CC2=CC(=CC=C12)NC(=O)C1=C(NC=2N(C1C1=CC=C(C=C1)C(F)(F)F)N=C(C2)C(=O)O)C 6-((1H-indazol-5-yl)carbamoyl)-5-methyl-7-(4-(trifluoromethyl)phenyl)-4,7-dihydropyrazolo[1,5-a]Pyrimidine-2-carboxylic acid